N-methyl-6,7-dihydro-8H-thiazolo[5',4':4,5]benzo[1,2-b][1,4]oxazin-8-amine CNN1C2=C(OCC1)C=C1C(=C2)SC=N1